CSC1=CC(=CC=C1)Cl 3-(methylthio)chlorobenzene